6-[2-(3-fluorophenyl)ethyl]-4-hydroxypyridazin-3(2H)-one FC=1C=C(C=CC1)CCC=1C=C(C(NN1)=O)O